2-methyl-1,2-propylene oxide CC1(CO1)C